OC1=C2CCCOC2=CC(=C1)O 5,7-dihydroxychroman